methyl 1-(pyridazin-3-yl)-1H-indole-5-carboxylate N1=NC(=CC=C1)N1C=CC2=CC(=CC=C12)C(=O)OC